FC1=C(C=C(C(=C1)Br)Br)F 1,2-difluoro-4,5-dibromobenzene